FC1=CC=C(C=C1)C1=NC(=NO1)C1CCN(CC1)C(CC1=NC(=NO1)C)=O 1-(4-(5-(4-fluorophenyl)-1,2,4-oxadiazol-3-yl)piperidin-1-yl)-2-(3-methyl-1,2,4-oxadiazol-5-yl)ethan-1-one